O=C1N2[C@H](OC13CCN(CC3)C(=O)C3=C(C#N)C=CC=C3)CC[C@H]2C2=CC=CC=C2 2-[(5'S,7a'R)-3'-oxo-5'-phenyltetrahydro-1H,3'H-spiro[piperidine-4,2'-pyrrolo[2,1-b][1,3]oxazole]-1-carbonyl]benzonitrile